N-(2-(((5-chloro-2-((1-methyl-1H-pyrazol-4-yl)amino)pyrimidin-4-yl)amino)methyl)-3-fluorophenyl)acrylamide ClC=1C(=NC(=NC1)NC=1C=NN(C1)C)NCC1=C(C=CC=C1F)NC(C=C)=O